CSCC=1C=C(OC(CCO)C)C=C(C1)[N+](=O)[O-] 3-{3-[(methylsulfanyl)methyl]-5-nitrophenoxy}butan-1-ol